P(=O)([O-])([O-])[O-].[Sn+4].[W+4] tungsten-tin phosphate